C(CCCCCCCCCCCCCCC)N1C(=C(C(C=C1)=O)OC(=O)C(C)(C)C)C(C)=O N-hexadecyl-2-acetyl-3-tert-butylcarbonyloxy-pyridin-4-one